3-(difluoromethyl)-9-methyl-3,4,7,15-tetraazatricyclo[12.3.1.02,6]Octadecan-1(18),2(6),4,14,16-pentaen-8-one trifluoroacetate FC(C(=O)O)(F)F.FC(N1C=2C=3C=CN=C(CCCCC(C(NC2C=N1)=O)C)C3)F